C(CCCCC=CC)[Si](OCC)(C)C 6-octenyldimethylethoxysilane